NC1=C(C=C(C2=CC=CC=C12)S(=O)(=O)O)N=NC=1C=NC(=CC1)C1=C(C=C(C=C1)F)C 4-Amino-3-[6-(4-fluoro-2-methylphenyl)pyridin-3-ylazo]naphthalene-1-sulfonic acid